2-((2-(tert-butyl)-4-fluorophenyl)-amino)-5-chloro-N-(6-methoxy-2-methylpyridin-3-yl)benzamide C(C)(C)(C)C1=C(C=CC(=C1)F)NC1=C(C(=O)NC=2C(=NC(=CC2)OC)C)C=C(C=C1)Cl